2-(chlorobenzyl)-5-(4-fluorobenzyl)2-methyl-1-(1H-1,2,4-triazol-1-ylmethyl)cyclopentane-1-ol ClC(C1=CC=CC=C1)C1(C(C(CC1)CC1=CC=C(C=C1)F)(O)CN1N=CN=C1)C